N-(2-(4-((Tert-butoxycarbonyl)amino)phenyl)thiazole-4-carbonyl)-O-(tert-butyldimethylsilyl)-L-serine C(C)(C)(C)OC(=O)NC1=CC=C(C=C1)C=1SC=C(N1)C(=O)N[C@@H](CO[Si](C)(C)C(C)(C)C)C(=O)O